(4-methoxyphenyl)-2-methyl-2-propylamine COC1=CC=C(C=C1)NC(C)(C)C